ClC1=CC=C(S1)CN(C1=CC(=C(C=C1)NC(CCCC)=O)C)C Pentanoic acid {4-[(5-chloro-thiophen-2-ylmethyl)-(methyl)amino]-2-methylphenyl}-amide